CCOC1=C(C2=CC=CC=C2C=C1)C(=O)N[C@H]3[C@@H]4N(C3=O)[C@H](C(S4)(C)C)C(=O)O The molecule is a penicillin in which the substituent at position 6 of the penam ring is a (2-ethoxy-1-naphthoyl)amino group. It has a role as an antibacterial drug. It is a penicillin and a penicillin allergen. It is a conjugate acid of a nafcillin(1-).